OC1=NN(C2=NC(=CN=C21)N2CCC(CC2)(C)NC(OC(C)(C)C)=O)CC2=CC=C(C=C2)OC tert-butyl (1-(3-hydroxy-1-(4-methoxybenzyl)-1H-pyrazolo[3,4-b]pyrazin-6-yl)-4-methylpiperidin-4-yl)carbamate